4-(4-methyl-1-(oxetan-3-yl)-1H-pyrazol-5-yl)piperidine trifluoroacetate salt FC(C(=O)O)(F)F.CC=1C=NN(C1C1CCNCC1)C1COC1